N-[1-(adamantan-1-yl)ethyl]-2-[5-(2-methylphenyl)-2H-1,2,3,4-tetrazol-2-yl]acetamide C12(CC3CC(CC(C1)C3)C2)C(C)NC(CN2N=C(N=N2)C2=C(C=CC=C2)C)=O